N-(4-cyano-2-fluoro-phenyl)-5-(2,3,5-trifluorophenyl)-1H-pyrrole-3-sulfonamide C(#N)C1=CC(=C(C=C1)NS(=O)(=O)C1=CNC(=C1)C1=C(C(=CC(=C1)F)F)F)F